tert-butyl (3R)-3-[[2-fluoro-4-(1-methyltriazol-4-yl) benzoyl]-[2-[4-(methylcarbamothioylamino)phenyl]thieno[3,2-c]pyridin-4-yl]amino]piperidine-1-carboxylate FC1=C(C(=O)N([C@H]2CN(CCC2)C(=O)OC(C)(C)C)C2=NC=CC3=C2C=C(S3)C3=CC=C(C=C3)NC(NC)=S)C=CC(=C1)C=1N=NN(C1)C